C1(CC1)C(C=1C(=NC(=NC1)N1CC(C1)[C@@H]1CN(CCC1)C1CC(C1)(C(=O)O)C)N[C@H](C)C1=C(C=C(C=C1)Cl)Cl)O 3-[(3R)-3-[1-[5-[cyclopropyl(hydroxy)methyl]-4-[[(1R)-1-(2,4-dichlorophenyl)ethyl]amino]pyrimidin-2-yl]azetidin-3-yl]-1-piperidyl]-1-methyl-cyclobutanecarboxylic acid